tert-Butyl((S)-1-(((S)-1-(benzo[d]thiazol-2-yl)-1-oxo-3-((S)-2-oxopyrrolidin-3-yl)propan-2-yl)amino)-4-methyl-1-thioxopentan-2-yl)carbamate C(C)(C)(C)OC(N[C@H](C(=S)N[C@H](C(=O)C=1SC2=C(N1)C=CC=C2)C[C@H]2C(NCC2)=O)CC(C)C)=O